C(C=C)(=O)NC1=CC=C(C(=O)N2C[C@@H](CC2)NC2=NC3=CC(=CC=C3C=N2)C(=O)N)C=C1 (R)-2-((1-(4-acrylamidobenzoyl)pyrrolidin-3-yl)amino)quinazoline-7-carboxamide